NCC1CCC(CC1)C(=O)N[C@H](C(=O)NCCCC[C@@H](C(=O)OC(C)(C)C)NC(=O)N[C@H](C(=O)OC(C)(C)C)CCC(=O)OC(C)(C)C)CC1=CC2=CC=CC=C2C=C1 di-tert-butyl (2S)-2-[[(1S)-5-[[(2S)-2-[[4-(aminomethyl)cyclohexanecarbonyl]amino]-3-(2-naphthyl) propanoyl]amino]-1-tert-butoxycarbonyl-pentyl]carbamoylamino]pentanedioate